methyl 1-[6-(4,4-difluoropiperidin-1-yl)-5-fluoropyridin-3-yl]pyrazole-3-carboxylate FC1(CCN(CC1)C1=C(C=C(C=N1)N1N=C(C=C1)C(=O)OC)F)F